C(CCCCC)C1=CC=C(C=C1)[I+]C1=CC=CC=C1 (4-hexylphenyl)-phenyliodonium